5-methoxy-2-[2-(pyridin-3-yl)-[1,3]oxazolo[5,4-b]pyridin-6-yl]-2,3-dihydro-1H-isoindol-1-one COC=1C=C2CN(C(C2=CC1)=O)C=1C=C2C(=NC1)OC(=N2)C=2C=NC=CC2